C(C)(C)(C)OC(=O)N1C[C@@H](CCCC1)NC1=C(C=CC=C1[N+](=O)[O-])Cl.COC1=C(C(=CC(=C1)C1=NN=NN1)NCC1OCC1)NC(C)=O N-(2-methoxy-6-((oxetan-2-ylmethyl)amino)-4-(1H-tetrazol-5-yl)phenyl)acetamide tert-butyl-(R)-3-((2-chloro-6-nitrophenyl)amino)azepane-1-carboxylate